tri(2-ethylhexyl)phosphite C(C)C(COP(OCC(CCCC)CC)OCC(CCCC)CC)CCCC